C(C)(CC)N1CC(C1)OC1=C(C=CC=C1)C1=CC(=NO1)NC=1N=CC(=NC1)C#N 5-(5-(2-(1-sec-butylazetidin-3-yloxy)phenyl)isoxazol-3-ylamino)pyrazine-2-carbonitrile